N-(2-methoxy-4-(piperazin-1-yl)phenyl)-6-(1H-pyrazol-5-yl)picolinamide COC1=C(C=CC(=C1)N1CCNCC1)NC(C1=NC(=CC=C1)C1=CC=NN1)=O